3-[5-(4-amino-1-piperidyl)benzimidazol-1-yl]piperidine-2,6-dione dihydrochloride Cl.Cl.NC1CCN(CC1)C1=CC2=C(N(C=N2)C2C(NC(CC2)=O)=O)C=C1